C(C)OC(=O)OC[C@@H]1[C@H]([C@@H]([C@H]([C@H](OC2=NN(C(=C2CC2=CC=C(C=C2)OC(C)C)C)C(C)C)O1)O)O)O 5-Methyl-1-(propan-2-yl)-4-[[4-[(propan-2-yl)oxy]phenyl]methyl]-1H-pyrazol-3-yl 6-O-(ethoxycarbonyl)-β-D-glucopyranoside